2-{cis-3-[5-(2-aminopropan-2-yl)-6-methylpyridin-2-yl]cyclobutyl}-7-methoxy[1,2,4]triazolo[1,5-c]quinazolin-5-amine NC(C)(C)C=1C=CC(=NC1C)[C@H]1C[C@H](C1)C1=NN2C(=NC=3C(=CC=CC3C2=N1)OC)N